NC1=NC=C(C2=C1C(=C(S2)C2=C(C=C(C=C2)NC(C(=C)C)=O)C)C2=CC(=C(C=C2)OC2=NC=CC(=N2)C)C#N)C=2C=NN(C2)C N-(4-(4-amino-3-(3-cyano-4-((4-methylpyrimidin-2-yl)oxy)phenyl)-7-(1-methyl-1H-pyrazol-4-yl)thieno[3,2-c]pyridin-2-yl)-3-methylphenyl)methacrylamide